(9Z)-N-[(2s,3S,4R)-1,3,4-trihydroxyoctadecan-2-yl]octadec-9-enamide OC[C@@H]([C@@H]([C@@H](CCCCCCCCCCCCCC)O)O)NC(CCCCCCC\C=C/CCCCCCCC)=O